N-(3-methoxybenzyl)-N-(3-(2-methoxyethoxy)benzyl)-4-((2-(2-(3-methoxyphenoxy)ethoxy)ethoxy)methyl)thiazol-2-amine COC=1C=C(CN(C=2SC=C(N2)COCCOCCOC2=CC(=CC=C2)OC)CC2=CC(=CC=C2)OCCOC)C=CC1